NC1=C(NC2=CC=CC=C12)CCC(=O)O aminoindolepropionic acid